9-(2,4-dimethylphenyl)-6-hydroxy-10-methylacridine CC1=C(C=CC(=C1)C)C1C2=CC=C(C=C2N(C=2C=CC=CC12)C)O